4-Amino-6-azaspiro[2.5]octane-5,7-dione NC1C2(CC2)CC(NC1=O)=O